NC(NCCCC(C(NCC(NC(CC(OC(COCC(COCC(C[N+](CCCCCCCCC)(CC(C)O)CCCCCC)O)(C)C)CC)=O)C(=O)O)=O)=O)N)=N 1,6-diamino-12-carboxy-16-ethyl-N-hexyl-24-hydroxy-N-(2-hydroxypropyl)-1-imino-20,20-dimethyl-N-nonyl-7,10,14-trioxo-15,18,22-trioxa-2,8,11-triazapentacosan-25-aminium